methyl (3S)-3-{[(4-fluoro-3-{[(6-methyl(3-pyridyl))amino]carbonylamino}phenyl)methyl]methylamino}pyrrolidinecarboxylate FC1=C(C=C(C=C1)CN([C@@H]1CN(CC1)C(=O)OC)C)NC(=O)NC=1C=NC(=CC1)C